[N-](S(=O)(=O)C(F)(F)C(F)(F)F)S(=O)(=O)C(F)(F)C(F)(F)F.C(#N)CN1CN(C=C1)CC#N 1,3-bis(cyanomethyl)imidazole bis(pentafluoroethylsulfonyl)imide salt